FC(C1=CC(=C(S1)C(=O)N)C1CNCC1)F 5-(difluoromethyl)-3-(pyrrolidin-3-yl)thiophene-2-carboxamide